C(C)(C)(C)OC(=O)N1C[C@H]([C@H](CC1)N1N=NC(=C1C)[Si](C)(C)C)O.C(CCCCCCCCCC)C=1NC=CN1 2-Undecyl-imidazole tert-Butyl-(3R,4S)-3-hydroxy-4-(5-methyl-4-trimethylsilyl-triazol-1-yl)piperidine-1-carboxylate